2-benzyl-2-(dimethylamino)-1-[4-(4-morpholinyl)-phenyl]1-butanone C(C1=CC=CC=C1)C(C(=O)C1=CC=C(C=C1)N1CCOCC1)(CC)N(C)C